4-[trans-(4-aminocyclohexyl)amino]-N'-(2-chloro-5-fluoro-phenyl)-6-[5-(methanesulfonamidomethyl)-2-methyl-phenyl]pyrrolo[1,2-b]pyridazine-3-carboxamidine formic acid salt C(=O)O.N[C@@H]1CC[C@H](CC1)NC=1C=2N(N=CC1C(=NC1=C(C=CC(=C1)F)Cl)N)C=C(C2)C2=C(C=CC(=C2)CNS(=O)(=O)C)C